FC1(CCN(CC1)C1=NN2C(C=CC(=C2)N)=C1)F (4,4-Difluoropiperidin-1-yl)pyrazolo[1,5-a]pyridin-6-amine